(chloromethylene)-dimethylammonium chloride [Cl-].ClC=[N+](C)C